ClC1=C(C=C(C=C1)NC(=O)C=1N(N=C(C1C(F)(F)F)C(C(F)(F)F)(F)F)C)C(NC1CC1)=O N-[4-chloro-3-(cyclopropylcarbamoyl)phenyl]-2-methyl-5-(1,1,2,2,2-pentafluoro-ethyl)-4-(trifluoromethyl)pyrazole-3-carboxamide